C(C)(C)(C)OC(=O)N1CCC(CC1)C1=C2C=CNC2=CC=C1F 4-(5-fluoro-1H-indol-4-yl)piperidine-1-carboxylic acid tert-butyl ester